(4S)-7,8-dichloro-N-(1-cyanocyclopropyl)-6-(2,6-difluorophenyl)-4-methyl-4H-[1,2,4]triazolo[1,5-a][1,4]benzodiazepine-2-Carboxamide ClC1=C(C=CC2=C1C(=N[C@H](C=1N2N=C(N1)C(=O)NC1(CC1)C#N)C)C1=C(C=CC=C1F)F)Cl